2-((4-amino-2-(ethoxymethyl)-7-(3-(piperazin-1-yl)prop-1-yn-1-yl)-1H-imidazo[4,5-c]quinolin-1-yl)methyl)-2-methylpropane-1,3-diol NC1=NC=2C=C(C=CC2C2=C1N=C(N2CC(CO)(CO)C)COCC)C#CCN2CCNCC2